C1(O)=CC=C(O)C=C1 Racemic-QUINOL